ClC=1C(=NC(=NC1)NC1CCOCC1)C1=CC=C2CN(C(C2=C1)=O)CCOC1CCCC1 6-{5-chloro-2-[(oxacyclohex-4-yl)amino]pyrimidin-4-yl}-2-[2-(cyclopentyloxy)ethyl]-2,3-dihydro-1H-isoindol-1-one